C1(CCCCC1)N1C=C2C(=NN=C(C2=CC1=O)C)N[C@H](C)C1=C(C(=CC=C1)C(F)F)F (R)-6-cyclohexyl-4-((1-(3-(difluoromethyl)-2-fluorophenyl)ethyl)amino)-1-methylpyrido[3,4-d]pyridazin-7(6H)-one